CC1=NN(C(=C1CCC(=O)N1CC(CC1)C(CC)C1=CC=C(C=C1)O)C)C=1C=CC=2N(N1)C(=NN2)C 3-(3,5-dimethyl-1-(3-methyl-[1,2,4]triazolo[4,3-b]pyridazin-6-yl)-1H-pyrazol-4-yl)-1-(3-(1-(4-hydroxyphenyl)propyl)pyrrolidin-1-yl)propan-1-one